C(CCC)[C@@H]1N(C(C2=CC=C(C=C2C1)OC)C1=NN(C=C1)C)C(C#C[Si](C)(C)C)=O [(3S)-3-butyl-6-methoxy-1-(1-methyl-1H-pyrazol-3-yl)-1,2,3,4-tetrahydroisoquinolin-2-yl]-3-(trimethylsilyl)prop-2-yn-1-one